Trans-(3aS,7aS)-3a-hydroxyoctahydro-1H-pyrrolo[3,4-c]pyridin-1-one O[C@]12CNCC[C@@H]1C(NC2)=O